8-(hydroxymethyl)imidazo[1,2-c]quinazolin-5(6H)-one OCC=1C=CC=2C=3N(C(NC2C1)=O)C=CN3